ClC=1C(=NC(=C(C1)F)C1=C(C=C(C(=C1)C)C(F)(F)F)F)C(=O)OC Methyl 3-chloro-5-fluoro-6-(2-fluoro-5-methyl-4-(trifluoromethyl) phenyl)picolinate